C(C1=CC=CC=C1)SC=1C=C(C(=NC1)CN1C(=NC=2C=NC(=C(C21)C2=CC=CC=C2)OC)C(F)(F)F)F 1-((5-(benzylthio)-3-fluoropyridin-2-yl)methyl)-6-methoxy-7-phenyl-2-(trifluoromethyl)-1H-imidazo[4,5-c]pyridine